N-(4-(((R)-1-Hydroxy-4-methylpentan-2-yl)amino)-6-((S)-2-(2-methoxypyridin-3-yl)propyl)-1,3,5-triazin-2-yl)methanesulfonamide OC[C@@H](CC(C)C)NC1=NC(=NC(=N1)C[C@H](C)C=1C(=NC=CC1)OC)NS(=O)(=O)C